lithium (2R)-1-[2-(2-pyridyl)ethyl]pyrrolidine-2-carboxylate N1=C(C=CC=C1)CCN1[C@H](CCC1)C(=O)[O-].[Li+]